CN(CCCSSC1=NC=CC=C1)C N,N-dimethyl-3-(pyridin-2-yldisulfanyl)propan-1-amine